4-Chlorothienopyrimidine ClC1=NC=NC2=C1SC=C2